(1S,2S)-N-(6-((6-cyclopropyl-8-(2,4-dioxoimidazolidin-1-yl)imidazo[1,2-a]pyridin-2-yl)methoxy)pyrimidin-4-yl)-2-(4-methylpyrimidin-2-yl)cyclopropane-1-carboxamide C1(CC1)C=1C=C(C=2N(C1)C=C(N2)COC2=CC(=NC=N2)NC(=O)[C@@H]2[C@H](C2)C2=NC=CC(=N2)C)N2C(NC(C2)=O)=O